(S)-3-((1-methylpyrrolidin-2-yl) methyl)-1H-indol-4-yl dihydrogen phosphate P(=O)(OC1=C2C(=CNC2=CC=C1)C[C@H]1N(CCC1)C)(O)O